methyl 1-(2-(4-(hydroxymethyl)phenoxy)ethyl)-1H-indole-6-carboxylate OCC1=CC=C(OCCN2C=CC3=CC=C(C=C23)C(=O)OC)C=C1